[K].C(CCCCCCCCCCCCCCCCC)NC1=NC(=NC(=N1)S)S 6-stearylamino-1,3,5-triazine-2,4-dithiol monopotassium